2,3,4,5-tetrafluoro-N-(3-fluoro-4-methoxyphenyl)benzenesulfonamide FC1=C(C=C(C(=C1F)F)F)S(=O)(=O)NC1=CC(=C(C=C1)OC)F